NC1(CN(CCC1)C1=CN=C(C=C1C(=O)OC)C1=C(C=C(C(=C1)F)F)F)C(C(F)F)O methyl 5-(3-amino-3-(2,2-difluoro-1-hydroxyethyl)piperidin-1-yl)-2-(2,4,5-trifluorophenyl)isonicotinate